Cl.NC1CCN(CC1)C(C)=O (4-aminopiperidin-1-yl)ethane-1-one hydrochloride